N-(4-methoxyphenyl)pyrazino[1',2':1,5]pyrazolo[4,3-c][1,6]naphthyridin-6-amine COC1=CC=C(C=C1)NC1=NC2=CC=NC=C2C=2C1=C1N(N2)C=CN=C1